IC1=C(C=CC=C1)[C@@H]1[C@H](OC(O1)(CC)CC)CO ((4R,5R)-5-(2-iodophenyl)-2,2-diethyl-1,3-dioxolan-4-yl)methanol